ClCC1(CN(C1)C(=O)OC(C)(C)C)C tert-Butyl 3-(chloromethyl)-3-methylazetidine-1-carboxylate